FC1=CC=C(CC(C(=O)O)C=C)C=C1 2-(4-fluorobenzyl)-3-butenoic acid